C1(CC1)C1=CC(=CC(=N1)NC(C=1C(N(C=C(C1)CNC[C@H]1OCCC1)C1CC1)=O)=O)C1=C(C=C(C=C1)OC)C(=O)N1CC(C1)(F)F N-(6-Cyclopropyl-4-{2-[(3,3-difluoro-1-azetidinyl)carbonyl]-4-methoxyphenyl}-2-pyridyl)-1-cyclopropyl-2-oxo-5-[({[(S)-perhydro-2-furyl]methyl}amino)methyl]-1,2-dihydronicotinamide